CC1=CC=CC(=N1)C1=NC=CC(=N1)NC1=NC(=NC=C1)NC=1SC(=CN1)C(=O)OCC1CNC1 azetidin-3-ylmethyl 2-[[4-[[2-(6-methyl-2-pyridyl)pyrimidin-4-yl]amino]pyrimidin-2-yl]amino]thiazole-5-carboxylate